(S)- and (R)-2-(4-Fluoro-2,6-diisopropylphenyl)-N-(4-(2-hydroxypropan-2-yl)phenylsulfonimidoyl)acetamide FC1=CC(=C(C(=C1)C(C)C)CC(=O)N[S@@](=O)(=N)C1=CC=C(C=C1)C(C)(C)O)C(C)C |r|